N1(C=NC2=C1C=CC=C2)C2=COC=1C2=NC=C(C1)Cl 3-(1H-benzo[d]imidazol-1-yl)-6-chlorofuro[3,2-b]pyridine